5-ethyl-N-(8-methyl-2-oxo-3,4-dihydro-1H-quinolin-6-yl)pyrimidine-4-carboxamide C(C)C=1C(=NC=NC1)C(=O)NC=1C=C2CCC(NC2=C(C1)C)=O